(dicyclopentadiene) calcium [Ca].C1=CC=CC1.C1=CC=CC1